(4-(3,3'-bis(4,6-diphenyl-1,3,5-triazin-2-yl)-[1,1'-biphenyl]-4-yl)naphthalen-1-yl)dimethylphosphine oxide C1(=CC=CC=C1)C1=NC(=NC(=N1)C1=CC=CC=C1)C=1C=C(C=CC1C1=CC=C(C2=CC=CC=C12)P(C)(C)=O)C1=CC(=CC=C1)C1=NC(=NC(=N1)C1=CC=CC=C1)C1=CC=CC=C1